2-(m-tolyl)ethane-1,2-dione C1(=CC(=CC=C1)C(C=O)=O)C